CC=1N=C2N(N=C(C=C2C)C=2C=C(C=3C(N2)=CN(N3)C3CCN(C2(CC2)C3)C(=O)OC(C)(C)C)C)C1 tert-butyl 7-[5-(2,8-dimethylimidazo[1,2-b]pyridazin-6-yl)-7-methyl-pyrazolo[4,3-b]pyridin-2-yl]-4-azaspiro[2.5]octane-4-carboxylate